2-methoxy-4-[(2R)-2-(prop-2-yn-1-yl)morpholine-4-carbonyl]aniline COC1=C(N)C=CC(=C1)C(=O)N1C[C@H](OCC1)CC#C